NC1=NC(=C(C(=N1)N)C#N)N[C@@H](C)C1=CN(C2=NC=CC(=C21)Cl)C2=CSC=C2 (S)-2,4-diamino-6-((1-(4-chloro-1-(thiophen-3-yl)-1H-pyrrolo[2,3-b]pyridin-3-yl)ethyl)amino)pyrimidine-5-carbonitrile